N-(2-((4-bromo-2-(methylcarbamoyl)-6-nitrophenyl)amino)ethyl)-2-oxo-1,2-dihydroquinoline-4-carboxamide BrC1=CC(=C(C(=C1)[N+](=O)[O-])NCCNC(=O)C1=CC(NC2=CC=CC=C12)=O)C(NC)=O